CC1(CCC(O1)=O)CCCCCCCC 5-methyl-5-octyl-dihydro-furan-2-one